Tert-Butyl 3-[4-(1-methylsulfonylvinyl)phenyl]azetidine-1-carboxylate CS(=O)(=O)C(=C)C1=CC=C(C=C1)C1CN(C1)C(=O)OC(C)(C)C